N-(R)-4-aza-1-indanyl(2-(3-isopropyl-6-(5-methyl-1,3,4-oxadiazol-2-yl)-1,1-dioxo-5-[2-(tetrahydro-2H-pyran-4-yl)ethyl]-1λ6-thia-4-aza-7-indanyl)-1-thia-4,6-diaza-7-indenyl)amine C1(CCC2=NC=CC=C12)NC=1N=CN=C2C=C(SC12)C=1C(=C(N=C2C(CS(C12)(=O)=O)C(C)C)CCC1CCOCC1)C=1OC(=NN1)C